Nα-capryloylglycine C(CCCCCCC)(=O)NCC(=O)O